ClC1=CC=C(COCC23CCC(CC2)(N3C(=O)OC(C)(C)C)[C@H](O)C3=CC(=CC=C3)F)C=C1 tert-butyl 1-(((4-chlorobenzyl)oxy)methyl)-4-((R)-(3-fluorophenyl)(hydroxy)methyl)-7-azabicyclo[2.2.1]heptane-7-carboxylate